(1s,3s)-3-((7-methyl-6-nitroquinolin-4-yl)oxy)cyclobutan-1-amine trifluoroacetate salt FC(C(=O)O)(F)F.CC1=C(C=C2C(=CC=NC2=C1)OC1CC(C1)N)[N+](=O)[O-]